BrC1=CC=C(O1)/C=C/C=C(C#N)C#N [(E)-3-(5-bromo-furan-2-yl)-allylidene]-malononitrile